FC(C=1OC(=NN1)C1=CC=C(C=C1)CN1N=NC(=C1)C=1SC=CC1)F 2-(difluoromethyl)-5-(4-((4-(thiophen-2-yl)-1H-1,2,3-triazol-1-yl)methyl)phenyl)-1,3,4-oxadiazole